(2S)-2-fluoro-2-[[(2S,5R)-3-methyl-2-(oxazol-2-ylmethylcarbamoyl)-7-oxo-1,6-diazabicyclo[3.2.1]oct-3-en-6-yl]oxy]-acetic acid lithium salt [Li+].F[C@@H](C(=O)[O-])ON1[C@@H]2C=C([C@H](N(C1=O)C2)C(NCC=2OC=CN2)=O)C